ClC1=C(C=CC=C1)N1C(N=C(C2=CC(=C(C=C12)C1CC1)C#N)NCC(F)F)=O 1-(2-Chlorophenyl)-7-cyclopropyl-4-((2,2-difluoroethyl)amino)-2-oxo-1,2-dihydroquinazoline-6-carbonitrile